1-(2-(dimethylamino)ethyl)-3-(isoquinolin-5-yl)-1-((pyridin-4-yl)methyl)urea CN(CCN(C(=O)NC1=C2C=CN=CC2=CC=C1)CC1=CC=NC=C1)C